3-[[(3S)-1-[[1-(2,6-dioxopiperidin-3-yl)-3-methyl-2-oxo-1,3-benzodiazol-5-yl]methyl]pyrrolidin-3-yl]oxy]propanal O=C1NC(CCC1N1C(N(C2=C1C=CC(=C2)CN2C[C@H](CC2)OCCC=O)C)=O)=O